ClC=1C=C(C=CC1F)[C@@H]([C@@H](C1CCOCC1)N1C(C2=CC(=CC=C2C1)C=1OC(=NN1)C(F)F)=O)O |r| 2-[(1RS,2SR)-2-(3-chloro-4-fluorophenyl)-2-hydroxy-1-(oxan-4-yl)ethyl]-6-[5-(difluoromethyl)-1,3,4-oxadiazol-2-yl]-2,3-dihydro-1H-isoindol-1-one